ClC1=CC=C(CC2=NN=C(O2)C(=O)N)C=C1 5-(4-chlorobenzyl)-1,3,4-oxadiazole-2-carboxamide